(R)-3-Bromo-2-hydroxy-2-methyl-N-(quinazolin-6-yl)propanamide BrC[C@](C(=O)NC=1C=C2C=NC=NC2=CC1)(C)O